C(CCC(=O)[O-])(=O)OCC=CCCCCC (2-octen-1-yl) succinate